(R)-6,7-dichloro-3-methyl-2-(1-(oxetan-3-ylmethyl)pyrrolidin-3-yl)quinazolin-4(3H)-one ClC=1C=C2C(N(C(=NC2=CC1Cl)[C@H]1CN(CC1)CC1COC1)C)=O